(2R,3S)-methyl-phenylalanine CN[C@@H](CC1=CC=CC=C1)C(=O)O